BrC1=NC(=NC(=N1)C1=CC=CC2=C1OC1=C2C=CC=C1)C1=CC=CC=C1 2-bromo-4-(dibenzofuran-4-yl)-6-phenyl-1,3,5-triazine